Cl.Cl.Cl.FC1=C2C=C(N=NC2=CC(=C1)C=1C=C(C=2N(N1)C=C(N2)C)C#N)C2CCN(CC2)C 6-[5-Fluoro-3-(1-methylpiperidin-4-yl)cinnolin-7-yl]-2-methylimidazo[1,2-b]pyridazine-8-carbonitrile tri-hydrochloride